NC=1C=C(C=CC1)C1=CC2=C(N=CN=C2CC=2C=C(C=CC2)O)N1 3-((6-(3-aminophenyl)-7H-pyrrolo[2,3-d]pyrimidin-4-yl)methyl)phenol